chloro-2-[3-(difluoromethyl)isoxazol-5-yl]phenyl-5-chloropyrimidin-2-ylether ClC1=C(C(=NC(=N1)OC1=NC(=C(C(=N1)C1=C(C=CC=C1)C1=CC(=NO1)C(F)F)Cl)Cl)C1=C(C=CC=C1)C1=CC(=NO1)C(F)F)Cl